1-cyclopropyl-2-methoxy-1H-benzo[d]imidazol C1(CC1)N1C(=NC2=C1C=CC=C2)OC